FC1=C(C=C(C=C1F)F)C1=CC=C(N=N1)NC1C[C@@H]2[C@@H](CN(C2)CC2CCCCC2)C1 1-(((3aR,5s,6aS)-5-((6-(2,3,5-trifluorophenyl)pyridazin-3-yl)amino)hexahydrocyclopenta[c]pyrrol-2(1H)-yl)methyl)cyclohexan